BrC1=CC=CC(=N1)N1C2(CC2)COC1=O 4-(6-Bromopyridin-2-yl)-6-oxa-4-azaspiro[2.4]heptan-5-one